COC(C1=CC(=C(C(=C1)Br)O)Br)=O 3,5-dibromo-4-hydroxybenzoic acid methyl ester